(1-benzylpiperidine-4,4-diyl)dimethanol C(C1=CC=CC=C1)N1CCC(CC1)(CO)CO